tert-Butyl 3-[3-(difluoromethyl)-4-nitrophenoxy]-1-(oxan-4-yl)-4H,6H,7H-pyrazolo[4,3-c]pyridine-5-carboxylate FC(C=1C=C(OC2=NN(C3=C2CN(CC3)C(=O)OC(C)(C)C)C3CCOCC3)C=CC1[N+](=O)[O-])F